FC(C1CC2C(CN1CC2)=O)(F)F 6-(trifluoromethyl)quinuclidin-3-one